NC1=NC=NN2C1=C(C(=N2)C2=CC=C(C=C2)NC(C=C)=O)C2=CC(=C(C=C2)OC2=NC=CC(=N2)NC)F N-(4-(4-amino-5-(3-fluoro-4-((4-(methylamino)pyrimidin-2-yl)oxy)phenyl)pyrazolo[5,1-f][1,2,4]triazin-6-yl)phenyl)acrylamide